3-chloro-N-[1-[2-(5-chloro-2-pyridinyl)-5-methylsulfanyl-1,2,4-triazol-3-yl]ethyl]-5-methylsulfonyl-benzamide ClC=1C=C(C(=O)NC(C)C=2N(N=C(N2)SC)C2=NC=C(C=C2)Cl)C=C(C1)S(=O)(=O)C